2-(phenanthrene-2-yl)benzaldehyde C1=C(C=CC=2C3=CC=CC=C3C=CC12)C1=C(C=O)C=CC=C1